C1(=CC=CC=C1)C(C1=CC=CC=C1)(C1=CC=CC=C1)S (triphenylmethyl) hydrosulfide